propyltrimethylpropyl chloride C(CC)C(CC(C)(C)C)Cl